(E)-3-(5-bromo-2-(nicotinoyloxy)benzylideneamino)benzoic acid BrC=1C=CC(=C(\C=N\C=2C=C(C(=O)O)C=CC2)C1)OC(C1=CN=CC=C1)=O